7-(2-((3aS,4R,6aR)-4-(4-amino-7H-pyrrolo[2,3-d]pyrimidin-7-yl)-2,2-dimethyl-3a,6a-dihydro-4H-cyclopenta[d][1,3]dioxol-6-yl)ethyl)-3-bromo-N-(4-methoxybenzyl)quinolin-2-amine NC=1C2=C(N=CN1)N(C=C2)[C@@H]2C=C([C@H]1OC(O[C@H]12)(C)C)CCC1=CC=C2C=C(C(=NC2=C1)NCC1=CC=C(C=C1)OC)Br